6-(3-hydroxy-2-methoxybenzylamino)-9-β-D-arabinofuranosylpurine OC=1C(=C(CNC2=C3N=CN(C3=NC=N2)[C@H]2[C@@H](O)[C@H](O)[C@H](O2)CO)C=CC1)OC